N-(4-iodopyridin-2-yl)propanamide IC1=CC(=NC=C1)NC(CC)=O